2-(2-bromo-naphthalene-7-yl)benzothiophene BrC1=CC2=CC(=CC=C2C=C1)C=1SC2=C(C1)C=CC=C2